ClC=1C=2N(C(=NC1N)C=1OC(=CC1)C)N=C(N2)C(F)(F)F 8-chloro-5-(5-methylfuran-2-yl)-2-(trifluoromethyl)-[1,2,4]triazolo[1,5-c]pyrimidin-7-amine